CN1C=NC2=CC=C(C=C2C1=O)B(O)O (3-methyl-4-oxo-3,4-dihydro-quinazolin-6-yl)boronic acid